CC1(N(CCC1)CCNC(C1=CN=C(C(=C1)NC1=NN(C2=NC(=NC=C21)NC=2C=NC=CC2)C)C)=O)C N-(2-(2,2-dimethylpyrrolidin-1-yl)ethyl)-6-methyl-5-((1-methyl-6-(pyridin-3-ylamino)-1H-pyrazolo[3,4-d]pyrimidin-3-yl)amino)nicotinamide